5-((6-chloroquinolin-2-yl)amino)-3-(4-(ethylsulfonamido)-3-((4-fluorobenzyl)oxy)phenyl)-1H-pyrazole-4-carboxamide ClC=1C=C2C=CC(=NC2=CC1)NC1=C(C(=NN1)C1=CC(=C(C=C1)NS(=O)(=O)CC)OCC1=CC=C(C=C1)F)C(=O)N